2-[4-(2-bromophenyl)-2-oxo-chromen-7-yl]oxypropionic acid ethyl ester C(C)OC(C(C)OC1=CC=C2C(=CC(OC2=C1)=O)C1=C(C=CC=C1)Br)=O